S1C(=CC=C1)CN1C[C@@H](C=CC1)O (R)-1-(thiophen-2-ylmethyl)-1,2,3,6-tetrahydropyridin-3-ol